1-((4-(3-chloropyridin-4-yl)phenyl)amino)-1-oxo-3,3-diphenylpropan ClC=1C=NC=CC1C1=CC=C(C=C1)NC(CC(C1=CC=CC=C1)C1=CC=CC=C1)=O